2-(2-iodoethyl)-1,3-dioxolane ICCC1OCCO1